9-((3-methylbenzylidene)amino)-2-morpholino-N-(p-tolyl)-9H-purin-6-amine CC=1C=C(C=NN2C3=NC(=NC(=C3N=C2)NC2=CC=C(C=C2)C)N2CCOCC2)C=CC1